O=C1NC(CCC1N1C(N(C2=C1C=CC=C2C2CCN(CC2)CC2CCC(CC2)C=2N=C1N(C=C(C(=C1)OC(C)C)C(=O)NC1=NC(=CC=C1)C(F)(F)F)C2)C)=O)=O 2-[4-[[4-[1-(2,6-dioxo-3-piperidyl)-3-methyl-2-oxo-benzimidazol-4-yl]-1-piperidyl]methyl]cyclohexyl]-7-isopropoxy-N-[6-(trifluoromethyl)-2-pyridyl]imidazo[1,2-a]pyridine-6-carboxamide